6-chloro-3-[imidazo[1,2-a]pyridin-6-yl]-1-[[2-(trimethylsilyl)ethoxy]methyl]pyrrolo[2,3-b]pyridine ClC1=CC=C2C(=N1)N(C=C2C=2C=CC=1N(C2)C=CN1)COCC[Si](C)(C)C